tert-butyl 5-bromo-1-isopropyl-3,4-dihydroisoquinoline-2(1H)-carboxylate BrC1=C2CCN(C(C2=CC=C1)C(C)C)C(=O)OC(C)(C)C